5-methylpyrimidino[1,6-a][1,4]diazepin-7,9(1H,8H)-dione CC1=CC=NCC=2N1C(NC(C2)=O)=O